(R)-4-bromo-N-(1-(3-nitro-5-(trifluoromethyl)phenyl)ethyl)-[1,2,4]triazolo[1',5':1,6]pyrido[2,3-d]pyrimidin-6-amine BrC1=CC=2C(=NC=NC2N[C@H](C)C2=CC(=CC(=C2)C(F)(F)F)[N+](=O)[O-])N2C1=NC=N2